3-(3-chloro-4-((2-(trifluoromethyl)-1H-imidazol-1-yl)methyl)phenyl)-5-isobutyl-N-(pyrimidin-2-yl)thiophene-2-sulfonamide ClC=1C=C(C=CC1CN1C(=NC=C1)C(F)(F)F)C1=C(SC(=C1)CC(C)C)S(=O)(=O)NC1=NC=CC=N1